C(CC(CC)S)S 1,3-pentanedithiol